NC1=C(C=2C(=NC=C(C2S1)F)C=1C2=C(C=3C=NC(=NC3C1F)N1C[C@H]([C@H](C1)N(C)C(C)C)O)COC2)C#N 2-Amino-7-fluoro-4-(5-fluoro-3-((3R,4S)-3-hydroxy-4-(isopropyl(methyl)amino)pyrrolidin-1-yl)-7,9-dihydrofuro[3,4-f]quinazolin-6-yl)thieno[3,2-c]pyridine-3-carbonitrile